5-(4-(4-(2-(2-Aminopyridin-3-yl)-5-phenyl-3H-imidazo[4,5-b]pyridin-3-yl)benzyl)-1,4-diazepane-1-carbonyl)-2-hydroxybenzaldehyde NC1=NC=CC=C1C1=NC=2C(=NC(=CC2)C2=CC=CC=C2)N1C1=CC=C(CN2CCN(CCC2)C(=O)C=2C=CC(=C(C=O)C2)O)C=C1